2-[2,6-bis(benzyloxy)pyridin-3-yl]-5-bromo-3-methyl-3H-isoindol-1-one C(C1=CC=CC=C1)OC1=NC(=CC=C1N1C(C2=CC=C(C=C2C1C)Br)=O)OCC1=CC=CC=C1